C1(CC(C(CC1)C(C)C)O)(C)CCCCCCCCCC(=O)O menthol-decanoic acid